ClC1=C(C=C(C=C1)NC1=NOC(C1)(C(F)(F)F)C1=CC(=C(C(=C1)Cl)F)Cl)N1N=CC(=C1)C(F)(F)F N-[4-chloro-3-[4-(trifluoromethyl)pyrazol-1-yl]phenyl]-5-(3,5-dichloro-4-fluoro-phenyl)-5-(trifluoromethyl)-4H-isoxazol-3-amine